O1CCN(CC1)CCNC(=O)C=1NC=C(C1)NC(=O)C=1NC=C(C1)NC(C1=CC=C(C=C1)\C=C\C=1C=NC2=CC=CC=C2C1)=O (E)-N-(2-morpholinoethyl)-4-(4-(4-(2-(quinolin-3-yl)vinyl)benzoylamino)-1H-pyrrole-2-carboxamido)-1H-pyrrole-2-carboxamide